OCCC(=CC)S 5-hydroxypent-2-en-3-thiol